BrC=1C(=NN(C1)CC(F)(F)F)C(=O)OC methyl 4-bromo-1-(2,2,2-trifluoroethyl)-1H-pyrazole-3-carboxylate